zirconium titanium niobium zirconium [Zr].[Nb].[Ti].[Zr]